1-(5-Hydroxy-2-(5-(4-(hydroxymethyl)phenyl)-1H-imidazol-2-yl)piperidin-1-yl)-2-(methylsulfanyl)propan-1-one OC1CCC(N(C1)C(C(C)SC)=O)C=1NC(=CN1)C1=CC=C(C=C1)CO